C(N)(=O)C=1C(=NN2C1NCC[C@H]2C2CCN(CC2)C2CN(C2)C2CN(C2)C(=O)[O-])C2=CC=C(C=C2)OC2=CC=CC=C2 3-[3-[4-[(7S)-3-carbamoyl-2-(4-phenoxyphenyl)-4,5,6,7-tetrahydropyrazolo[1,5-a]pyrimidin-7-yl]-1-piperidyl]azetidin-1-yl]azetidine-1-carboxylate